2-((2-((2-ethyl-6-methoxy-1,2,3,4-tetrahydroisoquinolin-7-yl)amino)-7H-pyrrolo[2,3-d]pyrimidin-4-yl)amino)-N,N-dimethylbenzenesulfonamide C(C)N1CC2=CC(=C(C=C2CC1)OC)NC=1N=C(C2=C(N1)NC=C2)NC2=C(C=CC=C2)S(=O)(=O)N(C)C